BrC1=C(N)C(=CC=C1)OC1=C(C=CC(=C1)F)C(F)F 2-bromo-6-(2-(difluoromethyl)-5-fluorophenoxy)aniline